C(#C)C1=C2C(=CC(=CC2=CC=C1F)O)C1=C(C=2N=C(N=C(C2C=N1)N1C=C(C=C1)COC)OC[C@]12CCCN2C[C@@H](C1)F)F 5-ethynyl-6-fluoro-4-(8-fluoro-2-{[(2R,7aS)-2-fluorotetrahydro-1H-pyrrolizin-7a(5H)-yl]methoxy}-4-[3-(methoxymethyl)-1H-pyrrol-1-yl]pyrido[4,3-d]pyrimidin-7-yl)naphthalen-2-ol